tert-butyl (2R,3S,4S)-4-[(tert-butoxycarbonyl)oxy]-2-[(4-methoxyphenyl)methyl]-3-{[3-(1,3-oxazol-4-yl)propanoyl]oxy}pyrrolidine-1-carboxylate C(C)(C)(C)OC(=O)O[C@@H]1[C@H]([C@H](N(C1)C(=O)OC(C)(C)C)CC1=CC=C(C=C1)OC)OC(CCC=1N=COC1)=O